CC(C)(C(C)C)NC1=NC(=NC=C1C(=O)N)NC1CCC(CC1)OC 4-(2,3-dimethylbutan-2-ylamino)-2-((1r,4r)-4-methoxycyclohexylamino)pyrimidine-5-carboxamide